C(=O)(OCC1C2=CC=CC=C2C2=CC=CC=C12)C1(CCC(CC1)CN)C(=O)O Fmoc-(1r,4r)-4-(aminomethyl)cyclohexane-1-carboxylic acid